3-hydroxy-1,1-dimethylbutyl neoheptanoate C(CCC(C)(C)C)(=O)OC(CC(C)O)(C)C